ClC1=C(C=CC=C1)[C@H](CC)NC1=CC(=C(C(=O)N[C@H](C)\C=C\S(=O)(=O)C)C=C1)F 4-(((S)-1-(2-chlorophenyl)propyl)amino)-2-fluoro-N-((R,E)-4-(methylsulfonyl)but-3-en-2-yl)benzamide